Bis[4-(methoxy) phenyl] disulfide COC1=CC=C(C=C1)SSC1=CC=C(C=C1)OC